C(C)OC(COCCOCCOCCOCCO)Cl chloropentaethylene glycol monoethyl ether